(S)-11-((4-aminopiperidin-1-yl)methyl)-4-ethyl-8-fluoro-4-hydroxy-9-methoxy-1H-pyrano[3',4':6,7]indolizino[1,2-b]quinoline-3,14(4H,12H)-dione NC1CCN(CC1)CC1=C2C(=NC=3C=C(C(=CC13)OC)F)C1=CC3=C(C(N1C2)=O)COC([C@]3(O)CC)=O